N-(4-methyl-3-(2-(methylamino)-8,9-dihydroimidazo[1',2':1,6]pyrido[2,3-d]pyrimidin-6-yl)phenyl)-2-(trifluoromethyl)piperidine-4-carboxamide methyl-5,6-dichloropyridine-3-carboxylate COC(=O)C=1C=NC(=C(C1)Cl)Cl.CC1=C(C=C(C=C1)NC(=O)C1CC(NCC1)C(F)(F)F)C1=CC2=C(N=C(N=C2)NC)N2C1=NCC2